(3aR,5s,6aS)-N-[6-(1-methyl-pyrazol-4-yl)pyridazin-3-yl]-2-(tetrahydro-pyran-4-ylmethyl)-3,3a,4,5,6,6a-hexahydro-1H-cyclopenta[c]pyrrol-5-amine CN1N=CC(=C1)C1=CC=C(N=N1)NC1C[C@@H]2[C@@H](CN(C2)CC2CCOCC2)C1